1,1,1,3,5,5,5-Heptamethyl-3-octyltrisiloxan C[Si](O[Si](O[Si](C)(C)C)(CCCCCCCC)C)(C)C